C(C)(C)(C)OC(=O)N1[C@@H](COCC1)CCC(=O)O 3-[(3R)-4-tert-butoxycarbonyl-morpholin-3-yl]propionic acid